5-[(Z)-2-{6-[(cyclopropylmethyl)amino]pyridin-3-yl}-2-fluorovinyl]-N-[(1S,2S)-2-hydroxycyclohexyl]-6-methylpyridine-3-carboxamide C1(CC1)CNC1=CC=C(C=N1)/C(=C/C=1C=C(C=NC1C)C(=O)N[C@@H]1[C@H](CCCC1)O)/F